CN(C(=O)C1=CC=C(NC2=NC=C(C(=N2)N[C@H](CO)C2=CC=CC=C2)C(=O)OCC)C=C1)C ethyl 2-[4-(dimethylcarbamoyl)anilino]-4-[[(1S)-2-hydroxy-1-phenyl-ethyl]amino]-pyrimidine-5-carboxylate